ethyl 2-(3-(4-(3-amino-6-chloropyridazin-4-yl)phenyl)isoxazol-5-yl)-3-methylbutanoate NC=1N=NC(=CC1C1=CC=C(C=C1)C1=NOC(=C1)C(C(=O)OCC)C(C)C)Cl